N4-(4-(1H-indol-3-yl)-7-tosyl-7H-pyrrolo[2,3-d]pyrimidin-2-yl)-N1-(2-(dimethylamino)ethyl)-N1-methyl-2-nitrobenzene-1,4-diamine N1C=C(C2=CC=CC=C12)C=1C2=C(N=C(N1)NC1=CC(=C(C=C1)N(C)CCN(C)C)[N+](=O)[O-])N(C=C2)S(=O)(=O)C2=CC=C(C)C=C2